((7-methoxy-2-methyl-1,2,3,4-tetrahydroisoquinolin-6-yl)amino)-5-((2-(1-methoxyethyl)phenyl)amino)-1,2,4-triazine-6-carboxamide COC1=C(C=C2CCN(CC2=C1)C)NC=1N=NC(=C(N1)NC1=C(C=CC=C1)C(C)OC)C(=O)N